ClC=1C=C(C=C(C1)C(F)(F)F)C1(CC(=NO1)C1=CC=C(C2=CC=CC=C12)C(=O)Cl)C(F)(F)F 4-(5-(3-chloro-5-(trifluoromethyl)phenyl)-5-trifluoromethyl-4,5-dihydroisoxazol-3-yl)-1-naphthoyl chloride